BrC1=C(CC2(CCC=3C(=NC(=NC3C2=O)Cl)N2C[C@@H](N(CC2)C(=O)OC(C)(C)C)CC#N)C(=O)OCC=C)C=CC=C1 allyl 7-(2-bromobenzyl)-4-((S)-4-(tert-butoxycarbonyl)-3-(cyanomethyl)piperazin-1-yl)-2-chloro-8-oxo-5,6,7,8-tetrahydroquinazoline-7-carboxylate